ON(C(C(=C)C)=O)O N,N-dihydroxymethacrylamide